tert-Butyl (trans-4-(2-(4-(6-(trifluoromethyl)pyridin-2-yl)piperazin-1-yl)ethyl)cyclohexyl)carbamate FC(C1=CC=CC(=N1)N1CCN(CC1)CC[C@@H]1CC[C@H](CC1)NC(OC(C)(C)C)=O)(F)F